(1S,3S)-3-((6-(4-((((R)-1-(2-chlorophenyl)ethoxy)carbonyl)amino)-3-methylisoxazol-5-yl)-2-methylpyridin-3-yl)carbamoyl)-2,2-difluorocyclopropane-1-carboxylic acid ClC1=C(C=CC=C1)[C@@H](C)OC(=O)NC=1C(=NOC1C1=CC=C(C(=N1)C)NC(=O)[C@H]1C([C@@H]1C(=O)O)(F)F)C